C1(CCCCC1)NC(=O)C=1C=CC2=C(N=C(O2)C2=CC(=C(C(=C2)O)F)F)C1 N-Cyclohexyl-2-(3,4-difluoro-5-hydroxyphenyl)benzo[d]oxazole-5-carboxamide